C(CCCCCCCCCCCCCCCCC)(=O)[O-].C(CCCCCCCCCCCCCCCCC)(=O)[O-].[NH4+].[NH4+] ammonium distearate